FC1=C(C=CC(=C1)F)C1=C(C(=CN1S(=O)(=O)C=1C=NC(=CC1)OC)CNC)OC 1-(5-(2,4-difluorophenyl)-4-methoxy-1-((6-methoxypyridin-3-yl)sulfonyl)-1H-pyrrol-3-yl)-N-methylmethanamine